CN(CCCOC1=C(C=C(C=C1)NC(=O)NC1=CC(=C(C=C1)F)O)C=1N(N=CC1F)C)C 1-[4-(3-Dimethylamino-propoxy)-3-(4-fluoro-2-methyl-2H-pyrazol-3-yl)-phenyl]-3-(4-fluoro-3-hydroxy-phenyl)-urea